The molecule is a branched amino oligosaccharide (an undecasaccharide derivative) comprising a sequence of alpha-sialyl, beta-D-galactosyl, N-acetyl-beta-D-glucosaminyl, alpha-D-mannosyl, beta-D-mannosyl, N-acetyl-beta-D-glucosaminyl and N-acetyl-beta-D-glucosamine residues linked respectively (2->3), (1->4), (1->2), (1->6), (1->4) and (1->4), to the beta-D-mannosyl residue of which is also linked (1->3) an alpha-sialyl-(2->6)- beta-D-galactosyl-(1->4)-N-acetyl-beta-D-glucosaminyl-(1->2)-beta-D-alpha-D-mannosyl branch. It has a role as an epitope. It is an amino oligosaccharide and a glucosamine oligosaccharide. CC(=O)N[C@@H]1[C@H](C[C@@](O[C@H]1[C@@H]([C@@H](CO)O)O)(C(=O)O)OC[C@@H]2[C@@H]([C@@H]([C@H]([C@@H](O2)O[C@@H]3[C@H](O[C@H]([C@@H]([C@H]3O)NC(=O)C)O[C@H]4[C@H]([C@@H]([C@H](O[C@@H]4O[C@H]5[C@@H]([C@H](O[C@H]([C@H]5O)O[C@@H]6[C@H](O[C@H]([C@@H]([C@H]6O)NC(=O)C)O[C@@H]7[C@H](O[C@H]([C@@H]([C@H]7O)NC(=O)C)O)CO)CO)CO[C@@H]8[C@H]([C@H]([C@@H]([C@H](O8)CO)O)O)O[C@H]9[C@@H]([C@H]([C@@H]([C@H](O9)CO)O[C@H]1[C@@H]([C@H]([C@H]([C@H](O1)CO)O)O[C@@]1(C[C@@H]([C@H]([C@@H](O1)[C@@H]([C@@H](CO)O)O)NC(=O)C)O)C(=O)O)O)O)NC(=O)C)O)CO)O)O)CO)O)O)O)O